7-bromo-5-methoxy-2',3',5',6'-tetrahydrospiro[chromane-2,4'-pyran]-4-one BrC1=CC(=C2C(CC3(CCOCC3)OC2=C1)=O)OC